FC1=C(C=CC2=C1NC(=N2)C2=CC(=CN2)C(=O)C2=C(C=CC=C2)C(F)(F)F)N2CCOCC2 (5-(7-fluoro-6-morpholino-1H-benzo[d]imidazol-2-yl)-1H-pyrrol-3-yl)(2-(trifluoromethyl)phenyl)methanone